ethylenediaminetetraacetic acid sodium [Na].C(CN(CC(=O)O)CC(=O)O)N(CC(=O)O)CC(=O)O